NC1=NC=C(C#N)C(=C1)C 6-amino-4-methyl-nicotinonitrile